COC1=C(C=CC(=C1)CCC(CC(CCC)O)=O)[O-] 2-methoxy-4-(5-hydroxy-3-oxooctyl)phenolate